NC1=NC(=CC(=C1)C=1N=NN(C1)CC1=CC=CC(=N1)N1[C@H](CCC1)C(=O)O)C1=CC(=CC=C1)C#N (R)-1-[6-({4-[2-amino-6-(m-cyanophenyl)-4-pyridinyl]-1H-1,2,3-triazol-1-yl}methyl)-2-pyridinyl]-2-pyrrolidinecarboxylic acid